ClC1=CC(=C(C(=C1)C)C=1N(C=2C(=NC(=C(C2)CO)OC)N1)C)OC [2-(4-Chloro-2-methoxy-6-methyl-phenyl)-5-methoxy-1-methyl-imidazo[4,5-b]pyridin-6-yl]methanol